5,6,7,8-tetrahydro-2-naphthalenesulfonamide C1=C(C=CC=2CCCCC12)S(=O)(=O)N